2-(3-fluoro-4-(((5-fluoro-6-(3-(5-(trifluoromethyl)pyridin-2-yl)morpholino)pyrimidin-4-yl)amino)methyl)piperidin-1-yl)acetamide FC1CN(CCC1CNC1=NC=NC(=C1F)N1C(COCC1)C1=NC=C(C=C1)C(F)(F)F)CC(=O)N